(S)-4-amino-5-oxo-5-(quinolin-3-ylamino)pentanoic acid N[C@@H](CCC(=O)O)C(NC=1C=NC2=CC=CC=C2C1)=O